ClC=1C(=C(NC2=NC=NC3=CC(=C(C=C23)NC(\C=C\CN2C(C(OC(C2([2H])[2H])([2H])[2H])([2H])[2H])([2H])[2H])=O)C#C[C@@]23CNC([C@H]3C2)=O)C=CC1)F (E)-N-[4-(3-chloro-2-fluoro-anilino)-7-[2-[(1R,5S)-4-oxo-3-azabicyclo-[3.1.0]hexan-1-yl]ethynyl]quinazolin-6-yl]-4-(2,2,3,3,5,5,6,6-octadeuteriomorpholin-4-yl)but-2-enamide